[K+].[K+].C(=O)([O-])C1=CC(=C(OC(C(=O)[NH-])C2=CC3=C(C=C2)OCO3)C=C1)CCC α-(4-carboxy-2-n-propylphenoxy)-3,4-methylenedioxyphenylacetamide dipotassium salt